COC(CC[C@@H](C)[C@H]1CC[C@H]2[C@@H]3C([C@@H]([C@@H]4C[C@@H]5[C@H](C[C@]4(C)[C@H]3CC[C@]12C)O5)CC)=O)=O Methyl-2β,3β-epoxy-6α-ethyl-7-oxo-5β-cholan-24-oate